CC1=CCC(CC1)C(=C)CO menthadienol